6-chloro-3-(3,5-difluoro-2,6-dimethoxyphenyl)-1-[[2-(trimethylsilyl)ethoxy]methyl]pyrrolo[2,3-b]pyridine ClC1=CC=C2C(=N1)N(C=C2C2=C(C(=CC(=C2OC)F)F)OC)COCC[Si](C)(C)C